6-bromo-3-(cyclopropylmethyl)-3H-imidazo[4,5-b]pyridine BrC=1C=C2C(=NC1)N(C=N2)CC2CC2